1-[chloro-6-(3-chloro-1-isopropyl-1H-indazol-5-ylmethoxy)-3,4-dihydro-naphthalen-2-ylmethyl]-piperidine-4-carboxylic acid ethyl ester C(C)OC(=O)C1CCN(CC1)C(C1=CC2=CC=C(C=C2CC1)OCC=1C=C2C(=NN(C2=CC1)C(C)C)Cl)Cl